(E)-5-bromopentyl-3-propylundec-2-enoate BrCCCCCOC(\C=C(\CCCCCCCC)/CCC)=O